1,17-dihydroxy-17-(2-hydroxyacetyl)-10,13,16-trimethyl-6,7,8,9,10,11,12,13,14,15,16,17-dodecahydro-3H-cyclopenta[a]phenanthren-3-one OC1=CC(C=C2CCC3C4CC(C(C4(CCC3C12C)C)(C(CO)=O)O)C)=O